FC1=C(C=CC=C1)C1=CC=C(C=C1)CCCNC(=O)C=1C=C2C=NNC2=CC1 N-(3-(2'-fluoro-[1,1'-biphenyl]-4-yl)propyl)-1H-indazole-5-carboxamide